n-butyl bis(2,2,2-trifluoroethyl)phosphinate FC(CP(OCCCC)(=O)CC(F)(F)F)(F)F